(4-(((6,7-dihydro-5H-cyclopenta[d]pyrimidin-4-yl)oxy)methyl)phenyl)methanone N1=CN=C(C2=C1CCC2)OCC2=CC=C(C=C2)C=O